2-(6-(benzylthio)-8-bromoimidazo[1,2-a]pyridin-3-carbonyl)hydrazin C(C1=CC=CC=C1)SC=1C=C(C=2N(C1)C(=CN2)C(=O)NN)Br